ClC=1C=CC(=NC1)N1CC(CC1)C1=C(C(=O)N)C=C(C=C1)OC1=C(C=CC=C1)C(C)C 2-(1-(5-Chloropyridinyl)pyrrolidin-3-yl)-5-(2-isopropylphenoxy)benzamide